FC(C=1C=C(C=NC1)C1=NC=CC=C1)(F)F 5'-(trifluoromethyl)[2,3'-bipyridin]